C(C)OC=1C=C(C=CC1OC)[C@@H](CS(=O)(=O)C)N (S)-1-(3-ethoxy-4-methoxyphenyl)-2-(methylsulfonyl)-ethylamine